2-oxo-3-(quinoxalin-6-yl)-2,3-dihydro-1H-benzo[d]imidazole-1-carboxylic acid tert-butyl ester C(C)(C)(C)OC(=O)N1C(N(C2=C1C=CC=C2)C=2C=C1N=CC=NC1=CC2)=O